methyl 9-(difluoromethoxy)-9H-fluorene-3-carboxylate FC(OC1C2=CC=CC=C2C=2C=C(C=CC12)C(=O)OC)F